8-cyclopentyl-5-methyl-2-(methylsulfinyl)-7-oxo-7,8-dihydropyrido[2,3-d]pyrimidine-6-carbonitrile C1(CCCC1)N1C(C(=C(C2=C1N=C(N=C2)S(=O)C)C)C#N)=O